(5-(6-(4-(2-chloro-5-fluorophenoxy)piperidin-1-yl)pyridazin-3-yl)-1,3,4-thiadiazol-2-yl)methyl isobutyrate C(C(C)C)(=O)OCC=1SC(=NN1)C=1N=NC(=CC1)N1CCC(CC1)OC1=C(C=CC(=C1)F)Cl